(6-fluoro-2-methoxypyridin-3-yl)boronic acid FC1=CC=C(C(=N1)OC)B(O)O